cyclopropyl-(2-methoxypyridin-4-yl)methanone C1(CC1)C(=O)C1=CC(=NC=C1)OC